O1CCC(=CC1)C1=CC=C(C=2NC(=NC21)NC(C2=CC=C(C=C2)CN2C(CCC2)=O)=O)OC N-[4-(3,6-dihydro-2H-pyran-4-yl)-7-methoxy-1H-1,3-benzodiazol-2-yl]-4-[(2-oxopyrrolidin-1-yl)methyl]benzamide